FC(C1=C(C=C(C=C1)OC)CNC(=O)C=1C(=NN(C1)CC1=CC=C(C=C1)CN1C(C=CC=C1)=O)COC)F N-{[2-(difluoromethyl)-5-methoxyphenyl]methyl}-3-(methoxymethyl)-1-({4-[(2-oxopyridin-1-yl)methyl]phenyl}methyl)pyrazole-4-carboxamide